S(=O)(=O)=O sulfur(VI) oxide